2-oxoethyl pyrrolidine-3-carboxylate hydrochloride Cl.N1CC(CC1)C(=O)OCC=O